2,4,6-trichloropyrido[2,3-d]pyrimidine ClC=1N=C(C2=C(N1)N=CC(=C2)Cl)Cl